C(C)(C)(C)C(C(C)(C)Cl)Cl t-butyl-chloro(2-chloro-2-methylpropane)